8-((2S,5R)-4-(tert-butoxycarbonyl)-2,5-dimethylpiperazin-1-yl)-6-chloroimidazo[1,2-b]pyridazine-2-carboxylic acid ethyl ester C(C)OC(=O)C=1N=C2N(N=C(C=C2N2[C@H](CN([C@@H](C2)C)C(=O)OC(C)(C)C)C)Cl)C1